6-(4-(2-chlorophenoxy)piperidin-1-yl)pyridazine-3-carbohydrazide Methyl-6-(4-(2-chlorophenoxy)piperidin-1-yl)pyridazine-3-carboxylate COC(=O)C=1N=NC(=CC1)N1CCC(CC1)OC1=C(C=CC=C1)Cl.ClC1=C(OC2CCN(CC2)C2=CC=C(N=N2)C(=O)NN)C=CC=C1